N-[1-(2-fluoro-4-formyl-phenyl)-3-methyl-pyrazol-4-yl]-4-(trifluoromethoxy)benzamide FC1=C(C=CC(=C1)C=O)N1N=C(C(=C1)NC(C1=CC=C(C=C1)OC(F)(F)F)=O)C